C(N1C=2C=3N=CC=C([C@H](C/C=C/[C@H](C(NC2C=N1)=O)C)NC(OC(C)(C)C)=O)C3)([2H])([2H])[2H] tert-Butyl N-[(9R,10E,13S)-3-(2H3)methyl-9-methyl-8-oxo-3,4,7,17-tetraazatricyclo[12.3.1.02,6]octadeca-1(18),2(6),4,10,14,16-hexaen-13-yl]carbamate